CC1C=C(CCN1C(=O)OC(C)(C)C)B1OC(C(O1)(C)C)(C)C tert-butyl 6-methyl-4-(4,4,5,5-tetramethyl-1,3,2-dioxaborolan-2-yl)-3,6-dihydro-2H-pyridine-1-carboxylate